C1NCC12CC(C2)N2C(=NC1=C3CC[C@@H](NC3=CC=C12)C)CC1=CC=CC=C1 (7S)-3-{2-Azaspiro[3.3]heptan-6-yl}-2-benzyl-7-methyl-3H,6H,7H,8H,9H-imidazo[4,5-f]chinolin